FC1=CC(=C(N(CC2COC2)[C@@H]2CC[C@H](CC2)N(C(OC(C)(C)C)=O)C)C=C1)OCOCC[Si](C)(C)C trans-tert-butyl N-[4-[4-Fluoro-N-(oxetan-3-ylmethyl)-2-(2-trimethylsilylethoxymethoxy) anilino]cyclohexyl]-N-methyl-carbamate